C(#N)C1=C(C=C(C(=O)N2CC3(CC2)CCN(CC3)C(=O)OC(C)(C)C)C=C1)C(F)(F)F tert-butyl 2-(4-cyano-3-(trifluoromethyl)benzoyl)-2,8-diazaspiro[4.5]decane-8-carboxylate